N1(CCC1)CC1(CC1)NC(C(C)(C1=CC=C(C=C1)C(F)(F)F)C)=O N-(1-(azetidin-1-ylmethyl)cyclopropyl)-2-methyl-2-(4-(trifluoromethyl)phenyl)propanamide